9-(3-chlorobiphenyl-6-yl)-phenanthrene ClC=1C=C(C(=CC1)C=1C2=CC=CC=C2C=2C=CC=CC2C1)C1=CC=CC=C1